tricyclo[4.4.0.12,5]undec-3-en C12C3C=CC(C2CCCC1)C3